C(C)(C)(C)OC(=O)C1(C(C1)NC)C1=NC=CC(=N1)C(=O)OCC ethyl 2-(1-[(tert-butoxy)carbonyl](methyl)aminocyclopropyl)pyrimidine-4-carboxylate